COC1=CC=NC2=C3C=CC=C(C3=CC=C12)OC 4,7-dimethoxy-1,1-phenanthroline